(3R,5S)-8-(2-Amino-6-((R)-1-(4-chloro-2-(5,6-dihydro-2H-pyran-3-yl)phenyl)-2,2,2-trifluoroethoxy)pyrimidin-4-yl)-2-azaspiro[4.5]dec-7-en NC1=NC(=CC(=N1)C1=CC[C@]2(CCNC2)CC1)O[C@@H](C(F)(F)F)C1=C(C=C(C=C1)Cl)C=1COCCC1